F[C@H]1CN(CC[C@H]1NC1=CC=CC=2C(=C(OC21)C#CCNC2=C(C=C(C=C2)S(=O)(=O)C)OC)SC(F)(F)F)C (3S,4R)-3-fluoro-N-(2-{3-[(4-methanesulfonyl-2-methoxyphenyl)amino]prop-1-yn-1-yl}-3-[(trifluoromethyl)sulfanyl]-1-benzofuran-7-yl)-1-methylpiperidin-4-amine